ClC=1C=C2C=C(NC2=CC1)CNC(N([C@H]1CN(CCC1)C(=O)C1=NC=CNC1=O)C)=O (R)-3-((5-chloro-1H-indol-2-yl)methyl)-1-methyl-1-(1-(3-oxo-3,4-dihydropyrazine-2-carbonyl)piperidin-3-yl)urea